ls-2,5-diphenyloxazole C1(=CC=CC=C1)C=1OC(=CN1)C1=CC=CC=C1